CC(CCCCCCCCCC)CCCC(CCCC(CCCC(CCCCCCCCCCCCC)C)C)C 11,15,19,23-Tetramethylhexatriacontane